(1R,3aS,3bS,5aR,6R,7S,9aR,9bS,11aR)-1-[(2R)-6-acetoxy-6-methylheptan-2-yl]-6-hydroxy-9a,11a-dimethylhexadecahydro-1H-cyclopenta[1,2-i]phenanthren-7-yl acetate C(C)(=O)O[C@@H]1[C@@H]([C@@H]2CC[C@H]3[C@H]4[C@](CC[C@@H]3[C@]2(CC1)C)([C@H](CC4)[C@H](C)CCCC(C)(C)OC(C)=O)C)O